[OH-].[S+]=S sulfur sulfide hydroxide